OC(C(=O)C1=CC=C(C=C1)CC=C)(C)C 2-hydroxy-2-methyl-1-(4-prop-2-enylphenyl)propan-1-one